1,4-dimethylbenzyl ether CC1(COCC2(CC=C(C=C2)C)C)CC=C(C=C1)C